(endo)-bicyclononyne C1#CC(CCCCCC1)C1C#CCCCCCC1